methyl-benzotriazol, sodium salt [Na].CC1=CC=CC=2NN=NC21